5-(Methylamino)-6-(3-methylimidazo[4,5-c]pyridin-7-yl)-3-(2-methyl-4-morpholino-anilino)pyrazine-2-carboxamide CNC=1N=C(C(=NC1C=1C2=C(C=NC1)N(C=N2)C)C(=O)N)NC2=C(C=C(C=C2)N2CCOCC2)C